FC(C1=NC=CC(=C1)C1=NC(=C(C=C1)OC[C@@](CC(=C)C)(N)C)C(F)F)F (R)-1-((2',6-bis(difluoromethyl)-[2,4'-bipyridin]-5-yl)oxy)-2,4-dimethylpent-4-en-2-amine